5-((6-bromo-3-cyclopropyl-3H-imidazo[4,5-c]pyridin-4-yl)oxy)-2-methylbenzoic acid BrC1=CC2=C(C(=N1)OC=1C=CC(=C(C(=O)O)C1)C)N(C=N2)C2CC2